BrC1=CC(C(C=N1)[N+](=O)[O-])C1(CCN(CC1)C(=O)OC(C)(C)C)C#N tert-butyl 4-(6-bromo-3-nitro-3,4-dihydro-4-pyridyl)-4-cyano-1-piperidinecarboxylate